NC1=C(C=C(N=N1)C1=C(C=CC=C1)O)N1CC2CCC(C1)N2C2=CC(=NC=C2)C#CC2CCNCC2 2-(6-amino-5-(8-(2-(piperidin-4-ylethynyl)pyridin-4-yl)-3,8-diazabicyclo[3.2.1]oct-3-yl)pyridazin-3-yl)phenol